Methyl 4-(2-methyl-2H-thieno[3,2-e]indazol-7-yl)-4-oxobutanoate CN1N=C2C=CC3=C(C2=C1)C=C(S3)C(CCC(=O)OC)=O